[2H]C1=CC2=C(CC[C@@H]3[C@@H]2CC[C@]4([C@H]3CC[C@@H]4O)C)C(=C1O)[2H] 17β-estradiol-d2